FC1=C(C(=CC=C1OC(F)(F)F)C1=C(C=C(C=C1)C1=CCC(CC1)CCC)F)O 3,2'-difluoro-4'-(4-propyl-cyclohex-1-enyl)-4-trifluoromethoxy-biphenyl-2-ol